tert-butyl-[[5-[[tert-butyl(dimethyl)silyl]oxymethyl]-2-furyl]methoxy]-dimethyl-silane C(C)(C)(C)[Si](C)(C)OCC=1OC(=CC1)CO[Si](C)(C)C(C)(C)C